C(#N)C1=C(C=C(C2=C1CCO2)C2=CC=C(C=C2)OC(F)(F)F)NCC(C(=O)N)=C 2-(((4-Cyano-7-(4-(trifluoromethoxy)phenyl)-2,3-dihydrobenzofuran-5-yl)amino)methyl)acrylamide